N-[2,6-difluoro-4-(2-phenylethynyl)phenyl]pyridine-3-sulfonamide FC1=C(C(=CC(=C1)C#CC1=CC=CC=C1)F)NS(=O)(=O)C=1C=NC=CC1